ClC1=CC=C(C=C1)S(=O)(=O)/C=C/CNC(=O)C1=CC2=C(NC1=O)CCCCC2 N-[(2E)-3-(4-chlorobenzenesulfonyl)prop-2-en-1-yl]-2-oxo-1H,2H,5H,6H,7H,8H,9H-cyclohepta[b]pyridine-3-carboxamide